Methyl 7,8,9-Tri-O-acetyl-4-amino-2,6-anhydro-3,4,5-trideoxy-5-(2,2,2-trifluoroacetamido)-D-glycero-D-galacto-non-2-enonate C(C)(=O)O[C@@H]([C@H]1[C@@H]([C@H](C=C(C(=O)OC)O1)N)NC(C(F)(F)F)=O)[C@H](OC(C)=O)COC(C)=O